6-[[1-(trifluoromethyl)cyclopropanecarbonyl]amino]-2-azaspiro[3.3]heptane-2-carboxylic acid tert-butyl ester C(C)(C)(C)OC(=O)N1CC2(C1)CC(C2)NC(=O)C2(CC2)C(F)(F)F